N-((S)-1-((4S,5S)-4-benzyl-5-(3,5-di-tert-butylphenyl)-4,5-dihydrooxazol-2-yl)-2,2-dimethylpropyl)acetamide C(C1=CC=CC=C1)[C@@H]1N=C(O[C@H]1C1=CC(=CC(=C1)C(C)(C)C)C(C)(C)C)[C@H](C(C)(C)C)NC(C)=O